2-methyl-2,6-heptadienyl p-toluenesulfonate CC1=CC=C(C=C1)S(=O)(=O)OCC(=CCCC=C)C